C1(=CC=CC=C1)C1(CC1)S(=O)(=O)N phenylcyclopropane-1-sulfonamide